FC1=C(CNC(OC(C)(C)C)=O)C=CC(=C1)C1=C2C(=NC=C1)N=C(N2)C2=CC(=CC=C2)[N+](=O)[O-] tert-Butyl (2-fluoro-4-(2-(3-nitrophenyl)-1H-imidazo[4,5-b]pyridin-7-yl)benzyl)carbamate